[(2R,3R,4R,5R)-3,4-diacetoxy-5-[2-chloro-6-(4-phenyl-1-piperidyl)purin-9-yl]tetrahydrofuran-2-yl]methyl acetate C(C)(=O)OC[C@H]1O[C@H]([C@@H]([C@@H]1OC(C)=O)OC(C)=O)N1C2=NC(=NC(=C2N=C1)N1CCC(CC1)C1=CC=CC=C1)Cl